C(=O)O.C(=O)O.N1C(CCCC1=O)=O piperidine-2,6-dione diformate